(methylamino)cyclobutane CNC1CCC1